Cl.COC1=C(OC2CCNCC2)C=CC(=C1)B1OC(C(O1)(C)C)(C)C 4-(2-methoxy-4-(4,4,5,5-tetramethyl-1,3,2-dioxaborolan-2-yl)phenoxy)piperidine hydrochloride